C1(=CC=CC=C1)CC=O 2-phenyl-1-ethanone